6-Chloro-3-methylpyrido[4,3-d][1,2,4]triazolo[4,3-b]pyridazine ClC=1C2=C(C=3N(N1)C(=NN3)C)C=CN=C2